FC(C1=CC=CC2=C1S(CC1=C2N(N=C1C(=O)O)C1=CC=C(C=C1)CN1CCOCC1)(=O)=O)(F)F 6-(trifluoromethyl)-1-(4-(morpholinomethyl)phenyl)-1,4-dihydrothiochromeno[4,3-c]pyrazole-3-carboxylic acid 5,5-dioxide